C1(CC1)[C@@H](C=O)NC=1C=NNC(C1C(F)(F)F)=O (S,E)-2-cyclopropyl-2-((6-oxo-5-(trifluoromethyl)-1,6-dihydropyridazin-4-yl)amino)acetaldehyde